ClC1=CC=C(C=C1)C1=NN(C(C1)C1=CC(=C(C=C1)F)OC)C(CCC(=O)O)=O 4-(3-(4-Chlorophenyl)-5-(4-fluoro-3-methoxyphenyl)-4,5-dihydro-1H-pyrazol-1-yl)-4-oxobutanoic acid